BrC1=C(CN2[C@@H](CCC2)C(=O)OC)C=CC=C1 methyl (2-bromobenzyl)prolinate